C1(CCC1)[Bi](=O)(C1CCC1)C1CCC1 tricyclobutyloxobismuthane